CC(C)(C)OC(=O)N1CCC(CC1)CO N-boc-4-(hydroxymethyl)piperidine